O[C@H](COC=1C=C(C=CC1)S(=O)(=O)NC)CNC1COC2(C1)CCN(CC2)S(=O)(=O)C2=CC(=CC=C2)C(F)(F)F 3-((2S)-2-hydroxy-3-(8-(3-(trifluoromethyl)phenylsulfonyl)-1-oxa-8-azaspiro[4.5]decan-3-ylamino)propoxy)-N-methylbenzenesulfonamide